(±)-6-hydroxy-2,5,7,8-tetramethyl-chroman-2-carboxylic acid OC=1C(=C2CC[C@@](OC2=C(C1C)C)(C(=O)O)C)C |r|